(S)-N-(4-(Pyrrolidin-3-yl)-phenyl)-6-(2,2,2-trifluoroethoxy)-nicotinamid N1C[C@@H](CC1)C1=CC=C(C=C1)NC(C1=CN=C(C=C1)OCC(F)(F)F)=O